ClC=1C=C(C=CC1C(NCCNC(=O)[C@@H]1NC[C@@](C1)(O)CC)=O)NC(=O)C=1N(C(=CN1)C1=C(C(=C(C=C1)OCC#N)F)F)C N-[3-Chloro-4-[2-[[(2R,4R)-4-ethyl-4-hydroxypyrrolidin-2-carbonyl]amino]ethylcarbamoyl]phenyl]-5-[4-(cyanomethoxy)-2,3-difluorophenyl]-1-methylimidazol-2-carboxamid